ClC=1C(=NC=CC1OC1=C(C=C(C=C1)C#C[Si](C)(C)C)Cl)N1CCC(CC1)NC(OC(C)(C)C)=O t-butyl (1-(3-chloro-4-(2-chloro-4-((trimethyl silyl)ethynyl)phenoxy)pyridin-2-yl)piperidin-4-yl)carbamate